C(C=C)C1(C(N([C@H](C1)CCO[Si](C)(C)C(C)(C)C)C(=O)OC(C)(C)C)=O)CC=C tert-butyl (R)-3,3-diallyl-5-(2-((tert-butyldimethylsilyl) oxy) ethyl)-2-oxopyrrolidine-1-carboxylate